5-amino-4-(tert-butyl)-2-(2-(methyl-d3)propan-2-yl-1,1,1,3,3,3-d6)phenyl methyl carbonate C(OC1=C(C=C(C(=C1)N)C(C)(C)C)C(C([2H])([2H])[2H])(C([2H])([2H])[2H])C([2H])([2H])[2H])(OC)=O